Dimethylsulfat COS(=O)(=O)OC